FC1=CC=C(C=C1)C(=O)C1=CC=C(C=C1)F 4-fluorophenylketone